C12N(CC(NC1)C2)C=2C(=C1CN(C(C1=C(C2)F)=O)C2C(NC(CC2)=O)=O)F 3-(5-(2,5-diazabicyclo[2.2.1]heptan-2-yl)-4,7-difluoro-1-oxoisoindolin-2-yl)piperidine-2,6-dione